CC=1N(C(=NN1)SCCCCOC1=C(OC2=CC(=CC(=C2C1=O)OC)OC)C1=CC(=C(C(=C1)OC)OC)OC)N=CC1=CC=C(C=C1)OC 3-(4-((5-methyl-4-((4-methoxybenzylidene)amino)-4H-1,2,4-triazol-3-yl)thio)butoxy)-5,7-dimethoxy-2-(3,4,5-trimethoxyphenyl)-4H-chromen-4-one